OC[C@@H]1C([C@]2(CC[C@@H]3C1(CC[C@@H]1[C@@](CCC[C@@]31C)(C(=O)O)C)C2)C)=O (4R,4aS,7R,9S,11aS,11bS)-7-(hydroxymethyl)-4,9,11b-trimethyl-8-oxotetradecahydro-6a,9-methanocyclohepta[a]naphthalene-4-carboxylic acid